C(C)(C)(C)OC(N(C(=O)OC(C)(C)C)C=1C(=C2C=C(NC2=CC1)I)Br)=O (4-bromo-2-iodo-1H-indol-5-yl)-N-tert-butoxycarbonyl-carbamic acid tert-butyl ester